OC1CC2(C(C(CC2C2CCC3=CC(C=CC3(C12)C)=O)O)(C(CO)=O)O)C 11,16,17-trihydroxy-17-(2-hydroxyacetyl)-10,13-dimethyl-6,7,8,9,10,11,12,13,14,15,16,17-dodecahydro-3H-cyclopenta[a]phenanthren-3-one